N[C@@H]1CN(CC[C@H]1F)C1=NC2=C(N1CC(=O)N(CC(F)F)C1CC1)C=C(C(=C2)F)F 2-(2-((3r,4r)-3-amino-4-fluoropiperidin-1-yl)-5,6-difluoro-1H-benzo[d]imidazol-1-yl)-N-cyclopropyl-N-(2,2-difluoroethyl)acetamide